C1NC(C2(C3=CC=CC=C13)CCC2)=O 1',2'-dihydro-3'H-spiro[cyclobutane-1,4'-isoquinolin]-3'-one